6-((6-cyclopropylimidazo[1,2-a]pyridin-2-yl)methoxy)pyrimidine-2-carboxylic acid formate salt C(=O)O.C1(CC1)C=1C=CC=2N(C1)C=C(N2)COC2=CC=NC(=N2)C(=O)O